[Cl-].ClC(Cl)=[N+](C)C dichloromethylene(dimethyl)ammonium chloride